C(CCCCCCCCCCC)P(OCCCCCCCC)(OCCCCCCCC)([O-])CCCCCCCCCCCC.C(CCCCCCCCCCC)P(OCCCCCCCC)(OCCCCCCCC)([O-])CCCCCCCCCCCC tetraoctyl bis(didodecyl phosphite)